N-[1-acetyl-3-[5-(difluoromethyl)-1,3,4-thiadiazol-2-yl]-2-oxo-benzimidazol-5-yl]sulfonyl-N-[1-(fluoromethyl)cyclopropyl]acetamide C(C)(=O)N1C(N(C2=C1C=CC(=C2)S(=O)(=O)N(C(C)=O)C2(CC2)CF)C=2SC(=NN2)C(F)F)=O